(S)-3-amino-2,6-dichloro-N-(1-hydroxy-3-methylbut-2-yl)isonicotinamide NC1=C(C(=O)N[C@H](CO)C(C)C)C=C(N=C1Cl)Cl